2-(5-chloro-2-((R)-hydroxy((3aR,4R,6R,6aR)-6-methoxy-2,2-dimethyltetra-hydrofuro[3,4-d][1,3]dioxol-4-yl)methyl)phenyl)ethan-1-ol ClC=1C=CC(=C(C1)CCO)[C@H]([C@H]1O[C@H]([C@@H]2OC(O[C@@H]21)(C)C)OC)O